ClC1=C2C(=NC(=C1)C)N(C(=C2)C(=O)O)S(=O)(=O)CC2=CC=CC=C2 4-chloro-6-methyl-1-toluenesulfonyl-1H-pyrrolo[2,3-b]pyridine-2-carboxylic acid